N-(3-aminophenyl)-4-fluorobenzenesulfonamide C1=CC(=CC(=C1)NS(=O)(=O)C2=CC=C(C=C2)F)N